N(=[N+]=[N-])C1=CC=C(C=C1)C=1C(=CC(=CC1)N=[N+]=[N-])C1=CC=CC=C1 4,4'-diazido-terphenyl